(RS)-1-(4-bromophenyl)ethanol BrC1=CC=C(C=C1)[C@@H](C)O |r|